NC(C(CCC(=O)[O-])N1C(C2=CC=C(C=C2C1)B1OC(C(O1)(C)C)(C)C)=O)=O 5-amino-5-oxo-4-(1-oxo-5-(4,4,5,5-tetramethyl-1,3,2-dioxaborolan-2-yl)isoindolin-2-yl)pentanoate